1,4-bis(trichloromethyl-silyl-ethyl)benzene ClC(Cl)(Cl)C(CC1=CC=C(C=C1)CC([SiH3])C(Cl)(Cl)Cl)[SiH3]